1-(bromoethynyl)triisopropylsilane BrC#C[Si](C(C)C)(C(C)C)C(C)C